[N+](=O)([O-])C1=C(C(O)=CC(=C1)[N+](=O)[O-])O 3,5-dinitrocatechol